ClCCCC=1OC2=C(N1)C=CC=C2 2-(3-chloropropyl)benzo[d]oxazole